N[C@@H](C(=O)O)CC(=O)C1=C(C=CC(=C1)Br)N (R)-2-amino-4-(2-amino-5-bromophenyl)-4-oxobutanoic acid